OC1=C(C=CC=C1)C1OC1 2-(2-hydroxyphenyl)oxirane